1-(4-formyl-2-methylphenyl)-N-((3-(1,1,1-trifluoro-2-methylpropan-2-yl)-1H-1,2,4-triazol-5-yl)methyl)-1H-pyrazole-4-carboxamide C(=O)C1=CC(=C(C=C1)N1N=CC(=C1)C(=O)NCC1=NC(=NN1)C(C(F)(F)F)(C)C)C